NC(C(O)[N+](=O)[O-])NC1=CC=CC(=C1)[N+](=O)[O-] 1-amino-2-nitro-beta-hydroxyethylamino-5-nitrobenzene